N(C1=CC=CC=C1)C1=NN2C(O[C@@H](CC2)C)=C1C(=O)N[C@@H]1C(NC2=C(C(=N1)C1=CC=CC=C1)C=CC=C2F)=O (5R)-2-anilino-5-methyl-N-[(3S)-9-fluoro-2-oxo-5-phenyl-1,3-dihydro-1,4-benzodiazepine-3-yl]-6,7-dihydro-5H-pyrazolo[5,1-b][1,3]Oxazine-3-carboxamide